C(CCC)(=O)C1=CC=C(OC=2C3=CC=C(N3)C(=C3C=CC(C(=C4C=CC(=C(C=5C=CC2N5)C5=CC=CC2=CC=CC=C52)N4)C4=CC=CC5=CC=CC=C45)=N3)C3=CC=CC4=CC=CC=C34)C=C1 5-(4-butyrylphenoxy)-10,15,20-trinaphthylporphyrin